3-cyano-N-[4-(3-cyanophenyl)-5-(2,6-dimethyl-4-pyridinyl)thiazol-2-yl]-3-(hydroxymethyl)azetidine-1-carboxamide C(#N)C1(CN(C1)C(=O)NC=1SC(=C(N1)C1=CC(=CC=C1)C#N)C1=CC(=NC(=C1)C)C)CO